COC1=CC=C(CNCCCC2(CC2)C2CCN(CC2)C(=O)OC(C)(C)C)C=C1 tert-butyl 4-(1-(3-((4-methoxybenzyl)amino)propyl)cyclopropyl)piperidine-1-carboxylate